5-fluoro-N4-(1-methylpyrrolidin-3-yl)-N3-(quinoxalin-6-ylmethyl)pyridine-3,4-diamine FC=1C(=C(C=NC1)NCC=1C=C2N=CC=NC2=CC1)NC1CN(CC1)C